FC1=C(CCN2[C@@H]([C@H]([C@@H]([C@H](C2)O)O)O)CO)C=CC=C1F (2R,3R,4R,5S)-1-(2,3-difluorophenethyl)-2-(hydroxymethyl)piperidine-3,4,5-triol